FC1=C(C(=CC=C1)C)N1CCC(CC1)N1C(N(C=2C(C1)=CN(N2)CC(=O)N(C)C)CC2=C(C=CC=C2)C(F)(F)F)=O 2-[5-[1-(2-Fluoro-6-methyl-phenyl)-piperidin-4-yl]-6-oxo-7-(2-trifluoromethyl-benzyl)-4,5,6,7-tetrahydro-pyrazolo[3,4-d]pyrimidin-2-yl]-N,N-dimethyl-acetamid